N6-(2-ethylbutyl)-3-isopropyl-N8-(pyridazin-3-yl)-[1,2,4]triazolo[4,3-b]pyridazine-6,8-diamine C(C)C(CNC=1C=C(C=2N(N1)C(=NN2)C(C)C)NC=2N=NC=CC2)CC